tert-butyl 4-(5-(2-((2-chloro-4-(trifluoromethyl)phenyl)amino)-2-oxoethyl)-2-(dimethylamino)-6-ethyl-8-oxo-5,8-dihydropyrido[2,3-b]pyrazin-7-yl)-3-methylpiperazine-1-carboxylate ClC1=C(C=CC(=C1)C(F)(F)F)NC(CN1C(=C(C(C=2C1=NC=C(N2)N(C)C)=O)N2C(CN(CC2)C(=O)OC(C)(C)C)C)CC)=O